nitrooctane [N+](=O)([O-])CCCCCCCC